2-cyclohexyl-2-isopentyl-1,3-diallyloxypropane C1(CCCCC1)C(COCC=C)(COCC=C)CCC(C)C